C(C)(=O)N1CCN(CC1)C1CCN(CC1)C1=C(C=C(C(=C1)OC)NC1=NC=NC(=C1)N1OCC[C@@H]1C1=CC(=CC=C1)Cl)NC(C=C)=O N-(2-(4-(4-acetylpiperazine-1-yl)piperidine-1-yl)-5-((6-((R)-3-(3-chlorophenyl)isoxazolidine-2-yl)pyrimidine-4-yl)amino)-4-methoxyphenyl)acrylamide